OC(C)(C)C=1SC(=CN1)[S@@](=O)(N)=NC(NC1=C2C(=NC(=C1C(C)C)C)CCC2)=O |o1:9| (R) or (S)-2-(2-hydroxypropan-2-yl)-N'-((3-isopropyl-2-methyl-6,7-dihydro-5H-cyclopenta[b]pyridin-4-yl)carbamoyl)thiazole-5-sulfonimidamide